4-((4-(2-((tert-butyldiphenylsilyl)oxy)ethyl)piperazine-1-yl)methyl)-3-(trifluoromethyl)aniline [Si](C1=CC=CC=C1)(C1=CC=CC=C1)(C(C)(C)C)OCCN1CCN(CC1)CC1=C(C=C(N)C=C1)C(F)(F)F